O1CC(C1)[C@H](C)N1N=NC(=C1)C(=O)NCC=1SC(=NN1)C1=CC=CC=C1 (S)-1-(1-(oxetan-3-yl)ethyl)-N-((5-phenyl-1,3,4-thiadiazol-2-yl)methyl)-1H-1,2,3-triazole-4-carboxamide